C1(=CC=CC=C1)C(C1=CC=CC=C1)=NC1([C@H](C1)C)C(=O)OCC ethyl (2S)-1-((diphenylmethylene)amino)-2-methylcyclopropane-1-carboxylate